C1(NC(C2=CC=CC=C12)=S)=S isoindoline-1,3-dithioone